N-benzyl-cyclopropyl-methylamine C(C1=CC=CC=C1)N(C)C1CC1